(2-fluoro-5-nitrophenyl)thiomorpholine-1,1-dioxide FC1=C(C=C(C=C1)[N+](=O)[O-])N1CCS(CC1)(=O)=O